N1C(COCC1)C(=O)N MORPHOLIN-3-CARBOXAMID